OC1=C(C=CC=C1)C1=CC=C(C=C1)CC=1C(=C(SC1C)C)C(=O)NC1CC2(CC(C2)C(=O)O)C1 6-(4-((2'-hydroxy-[1,1'-biphenyl]-4-yl)methyl)-2,5-dimethylthiophene-3-carboxamido)spiro[3.3]heptane-2-carboxylic acid